FC1=NNC2=CC(=CC=C12)C=1N=C(C=2N(C1)C=NN2)NC2=CC=C(C=C2)N2CCOCC2 6-(3-fluoro-1H-indazol-6-yl)-N-(4-morpholinylphenyl)-[1,2,4]triazolo[4,3-a]pyrazin-8-amine